O1C(CCC1)CNC=1SCC(=NN1)C1=CC2=C(NC(N2)=O)C=C1 5-(2-(((tetrahydrofuran-2-yl)methyl)amino)-6H-1,3,4-thiadiazin-5-yl)-1H-benzo[d]imidazol-2(3H)-one